2-((R)-1-(benzyloxy)ethyl)-4-(((1R,4R,5S)-2-(tert-butoxycarbonyl)-2-azabicyclo[2.1.1]hexan-5-yl)amino)-6-(2-cyanoethyl)-7-(2,3-dichlorophenyl)-8-fluoroquinoline-3-carboxylic acid C(C1=CC=CC=C1)O[C@H](C)C1=NC2=C(C(=C(C=C2C(=C1C(=O)O)N[C@H]1[C@H]2CN([C@@H]1C2)C(=O)OC(C)(C)C)CCC#N)C2=C(C(=CC=C2)Cl)Cl)F